CC([C@@H](C[N+]#[C-])[N+]#[C-])(C)C (S)-3,3-DIMETHYLBUTYl-2-YLISOCYANIDE